3-ethoxypropane-1,2-diol C(C)OCC(CO)O